2,2',2'',2'''-((((2-(3-(2-((cyanomethyl)amino)eth-yl)-2-oxoimidazolidin-1-yl)ethyl)azanediyl)bis(eth-ane-2,1-diyl))bis(azanetriyl))tetraacetonitrile C(#N)CNCCN1C(N(CC1)CCN(CCN(CC#N)CC#N)CCN(CC#N)CC#N)=O